propylmethylsilane (bis(trimethylsiloxy) methylsilylpropyl methacrylate) C[Si](OC(O[Si](C)(C)C)[SiH2]CCCC=C(C(=O)O)C)(C)C.C(CC)[SiH2]C